N=1N=CN2C1C=CC(=C2)C2=CC=C(C(=N2)OC)NC(=O)C=2C(=NOC2C)C2=CC=CC=C2 (6-([1,2,4]triazolo[4,3-a]pyridin-6-yl)-2-methoxypyridin-3-yl)-5-methyl-3-phenylisoxazole-4-carboxamide